NC[C@H](O)C=1C=NN(C1)C1=C(C=C(C#N)C=C1)OC1=NC(=NC(=C1)N1CCCC1)C 4-[4-[(1R)-2-amino-1-hydroxyethyl]pyrazol-1-yl]-3-(2-methyl-6-pyrrolidin-1-ylpyrimidin-4-yl)oxybenzonitrile